Cl.CN(C1CC(C1)O)C (1s,3s)-3-(dimethylamino)cyclobutanol hydrochloride